ClC=1C=C2C(=CN(C2=CC1)C(=O)OC(C)(C)C)C=O tert-Butyl 5-chloro-3-formyl-1H-indole-1-carboxylate